C1(CCCCC1)N1CC(CC1)NC(\C(=C\CCCCC(=O)NO)\COC1=CC2=CC=CC=C2C=C1)=O (E)-N1-(1-cyclohexylpyrrolidin-3-yl)-N8-hydroxy-2-((naphthalen-2-yloxy)methyl)-2-octenediamide